5-(3-isopropyl-5-(piperidin-4-yl)-1H-indol-2-yl)-1,3,4-trimethylpyridin-2(1H)-one C(C)(C)C1=C(NC2=CC=C(C=C12)C1CCNCC1)C=1C(=C(C(N(C1)C)=O)C)C